C1=C(C=CC2=CC=CC=C12)NC(C1=NC=CC=C1)=O N-(naphthalen-2-yl)picolinamide